O=C(CC(=O)SCCNC(CCNC([C@@H](C(COP(OP(OC[C@@H]1[C@H]([C@H]([C@@H](O1)N1C=NC=2C(N)=NC=NC12)O)OP(=O)(O)O)(=O)O)(=O)O)(C)C)O)=O)=O)CCC(=O)O 3-oxoadipyl-CoA